zinc bis[(9Z,12R)-12-hydroxy-9-octadecenoate] O[C@@H](C\C=C/CCCCCCCC(=O)[O-])CCCCCC.O[C@@H](C\C=C/CCCCCCCC(=O)[O-])CCCCCC.[Zn+2]